(±)-(1S,2R,4S)-N-((S)-(2,3-dichloro-6-fluorophenyl)(1-methylcyclopentyl)methyl)-2-(hydroxymethyl)-4-((4-methoxybenzyl)amino)cyclopentane-1-carboxamide ClC1=C(C(=CC=C1Cl)F)[C@@H](NC(=O)[C@@H]1[C@@H](C[C@@H](C1)NCC1=CC=C(C=C1)OC)CO)C1(CCCC1)C |r|